ClC=1C=C(C=CC1CN1CCN(CC1)C)NC(=O)[C@@H]1N(C[C@H](C1)O)C(=O)OC(C)(C)C tert-butyl (2R,4S)-2-((3-chloro-4-((4-methylpiperazin-1-yl) methyl) phenyl) carbamoyl)-4-hydroxypyrrolidine-1-carboxylate